4-chloro-1-methyl-1H-pyrrolo[3,2-c]Pyridine-3-carbaldehyde ClC1=NC=CC2=C1C(=CN2C)C=O